isopropyl (S)-6-diazo-2-((S)-2-methoxy-3-(4-methoxy-1H-indol-3-yl)propanamido)-5-oxohexanoate [N+](=[N-])=CC(CC[C@@H](C(=O)OC(C)C)NC([C@H](CC1=CNC2=CC=CC(=C12)OC)OC)=O)=O